FC=1C=NC=C(C1)F 3,5-di-fluoropyridine